2-(1-(4-(5-((3s,4s)-4-amino-3-methyl-2-oxa-8-azaspiro[4.5]decan-8-yl)-6-(hydroxymethyl)pyrazin-2-ylsulfanyl)-3-chloropyridin-2-yl)pyrrolidin-2-yl)acetonitrile N[C@@H]1[C@@H](OCC12CCN(CC2)C=2N=CC(=NC2CO)SC2=C(C(=NC=C2)N2C(CCC2)CC#N)Cl)C